ClC=1C(=CC(=C(C(=O)NS(=O)(=O)C=2C=CC3=C(C[C@H](O3)C(=O)N)C2)C1)F)OCC1CCCC1 (S)-5-(N-(5-chloro-4-(cyclopentylmethoxy)-2-fluorobenzoyl)sulfamoyl)-2,3-dihydrobenzofuran-2-carboxamide